COC1CCC(CC1)C=1N=CC2=C(N1)C(=CN=C2)C=2C=C1C=CN=C(C1=CC2)N2CCOCC2 ((1R,4R)-4-methoxycyclohexyl)-8-(1-morpholinoisoquinolin-6-yl)pyrido[4,3-d]pyrimidine